CN1C=CC2=CC(=CC=C12)N1CCCCC1 N-(1-methyl-1H-indol-5-yl)piperidine